(5-chloro-2-methylphenyl)boronic acid ClC=1C=CC(=C(C1)B(O)O)C